methyl 4-(5-amino-2-((6-di-boc amino-5-fluoropyridin-2-yl) methyl)-3-oxo-7-(phenyl-d5)-2,3-dihydro-[1,2,4]triazolo[4,3-c]pyrimidin-8-yl)-6-methylpyridinecarboxylate NC1=NC(=C(C=2N1C(N(N2)CC2=NC(=C(C=C2)F)N(C(=O)OC(C)(C)C)C(=O)OC(C)(C)C)=O)C2=CC(=NC(=C2)C)C(=O)OC)C2=C(C(=C(C(=C2[2H])[2H])[2H])[2H])[2H]